manganese cerium iridium [Ir].[Ce].[Mn]